N1(CCC1)C(=O)C1=CC=C(C(=C1NC1=C(C=C(C=C1)I)F)F)F 6-(azetidin-1-ylcarbonyl)-2,3-difluoro-N-(2-fluoro-4-iodophenyl)aniline